3-[4-(4-piperidinyl)anilino]piperidine-2,6-dione N1CCC(CC1)C1=CC=C(NC2C(NC(CC2)=O)=O)C=C1